(S)-8-chloro-1-methyl-6-(trifluoromethyl)-1,2,3,4-tetrahydroisoquinoline hydrochloride salt Cl.ClC=1C=C(C=C2CCN[C@H](C12)C)C(F)(F)F